3-(4-(trifluoromethyl)phenyl)oxetan FC(C1=CC=C(C=C1)C1COC1)(F)F